(1-AMINO-1H-IMIDAZOL-2-YL)-ACETIC ACID NN1C(=NC=C1)CC(=O)O